3-amino-6-methoxy-5-((E)-2-(trans-4-(trifluoromethyl)cyclohexyl)vinyl)picolinamide NC=1C(=NC(=C(C1)\C=C\[C@@H]1CC[C@H](CC1)C(F)(F)F)OC)C(=O)N